C1(CCCC1)N(CC(=O)O)NC1=NC(=NC=C1F)C1=CNC2=NC=C(C=C21)F cyclopentyl-N-((5-fluoro-2-(5-fluoro-1H-pyrrolo[2,3-b]pyridin-3-yl)pyrimidin-4-yl)amino)glycine